OC1=CC(=C(C=C1)C=1[Se]C(=CC1C#N)C1=C(C=C(C=C1)O)C)C 2,5-bis(4-hydroxy-2-methylphenyl)-selenophene-3-carbonitrile